C(C)N1C(C2=CC=C(C=C2CC1)NC1=NC=C(C(=N1)N[C@H](CO)C1=CC=CC=C1)C(=O)OCC)=O Ethyl 2-[(2-ethyl-1-oxo-3,4-dihydroisoquinolin-6-yl)amino]-4-[[(1S)-2-hydroxy-1-phenyl-ethyl]amino]pyrimidine-5-carboxylate